COC(=O)C=1C(N(C2=CC(=CC=C2C1N)OC(F)(F)F)C1=C2C=CN=C(C2=CC=C1)OC)=O 4-amino-1-(1-methoxyisoquinolin-5-yl)-2-oxo-7-(trifluoromethoxy)-1,2-dihydroquinoline-3-carboxylic acid methyl ester